(S)-2-(2,5-difluoro-4-(6-((5-((1-methyl-1H-pyrazol-4-yl)ethynyl)pyrazin-2-yl)methoxy)pyridin-2-yl)benzyl)-1-(oxetan-2-ylmethyl)-1H-benzo[d]imidazole-6-carboxylic acid FC1=C(CC2=NC3=C(N2C[C@H]2OCC2)C=C(C=C3)C(=O)O)C=C(C(=C1)C1=NC(=CC=C1)OCC1=NC=C(N=C1)C#CC=1C=NN(C1)C)F